2-[(3R,5R)-3,5-dimethylpiperazin-1-yl]-6-fluoroquinoxaline C[C@@H]1CN(C[C@H](N1)C)C1=NC2=CC=C(C=C2N=C1)F